4,7-Dibromo-benzo[c][1,2,5]thiadiazole BrC1=CC=C(C2=NSN=C21)Br